C(C)OC(C(C(=O)OCC)=CC1=C(C=CC(=C1)Br)[N+](=O)[O-])=O 2-(5-bromo-2-nitrophenylmethylene)malonic acid diethyl ester